Methyl 3-chloro-2-fluoro-6-[1-[6-methyl-2-(2-methylimidazo[1,2-a]pyridin-6-yl)-4-oxo-chromen-8-yl]ethylamino]benzoate ClC=1C(=C(C(=O)OC)C(=CC1)NC(C)C=1C=C(C=C2C(C=C(OC12)C=1C=CC=2N(C1)C=C(N2)C)=O)C)F